OC1=C(C=CC=C1)C1=CC2=C(NC3=CC=C(C=C23)C2CCN(CC2)C2CCN(CC2)C2CC3(C2)CC(C3)C(=O)OC)N=N1 methyl 2-[4-[4-[3-(2-hydroxyphenyl)-9H-pyridazino[3,4-b]indol-6-yl]-1-piperidyl]-1-piperidyl]spiro[3.3]heptane-6-carboxylate